1-[3-(1-hydroxyethyl)-6-[5-[(2-keto-1-methyl-pyrimidin-4-yl)amino]benzimidazol-1-yl]-2-pyridinyl]-5-methyl-pyrazole-3-carbonitrile OC(C)C=1C(=NC(=CC1)N1C=NC2=C1C=CC(=C2)NC2=NC(N(C=C2)C)=O)N2N=C(C=C2C)C#N